3-[5-(4-bromophenyl)-1-[2-(trifluoromethyl)phenyl]pyrrol-2-yl]-4-chloro-N-[2-(dimethylamino)-ethyl]benzamide BrC1=CC=C(C=C1)C1=CC=C(N1C1=C(C=CC=C1)C(F)(F)F)C=1C=C(C(=O)NCCN(C)C)C=CC1Cl